Cl.FC(C1=CC=C(C=C1)C1CCNCC1)(F)F 4-(4-trifluoromethylphenyl)piperidine hydrochloride